oct-1-en-3-one C=CC(CCCCC)=O